N-(amino(4-(hydroxymethyl)-2-(2-hydroxypropan-2-yl)thiazol-5-yl)(oxo)-λ6-sulfaneylidene)-2-(4-cyano-3-fluoro-2,6-diisopropylphenyl)acetamide NS(=NC(CC1=C(C(=C(C=C1C(C)C)C#N)F)C(C)C)=O)(=O)C1=C(N=C(S1)C(C)(C)O)CO